(Z)-1-(2-fluoro-4-(1-(3-(trifluoromethyl)phenyl)-1H-1,2,4-triazol-3-yl)phenyl)-3-(3-(2-isopropyl-5-methoxyphenyl)-4-oxothiazolidin-2-ylidene)urea FC1=C(C=CC(=C1)C1=NN(C=N1)C1=CC(=CC=C1)C(F)(F)F)NC(=O)\N=C\1/SCC(N1C1=C(C=CC(=C1)OC)C(C)C)=O